C(CCC)C1=NC(=NO1)C1=CC=C(O[C@@H]2CN(CC2)C(=O)C2=NN(C3=CC=CC=C23)C)C=C1 (S)-(3-(4-(5-butyl-1,2,4-oxadiazol-3-yl)phenoxy)pyrrolidin-1-yl)(1-methyl-1H-indazol-3-yl)methanone